2-carbonylbutanedioic acid C(=O)=C(C(=O)O)CC(=O)O